C12C(CC(C(C1)C1=C(C(=O)[O-])C=CC(=C1)N)C2)C2=C(C(=O)[O-])C=CC(=C2)N bicyclo[2.2.1]heptane-2,5-diyl-bis(4-aminobenzoate)